C(C)(C)(C)OC(CCCCCCCCCCCCCCCCC(=O)NC(C)CCCC)=O 2-(18-(tert-butoxy)-18-oxooctadecanoylamino)hexane